CC=1C=C(C=CC1)C=1C(=O)NC(C1)=O m-methylphenyl-maleimide